ClC1=C(C=CC(=C1)Cl)NNC(=O)C=1C=C2C=CC=NC2=CC1 N'-(2,4-dichlorophenyl)quinoline-6-carbohydrazide